C(CC=C)OC=1C=2N(C=C(N1)C1=CC(=NC=C1OC)[C@@H](C)N(S(=O)C(C)(C)C)CC)C=CN2 N-((R)-1-(4-(8-(but-3-en-1-yloxy)imidazo[1,2-a]pyrazin-6-yl)-5-methoxypyridin-2-yl)ethyl)-N-ethyl-2-methylpropan-2-sulfinamide